6-bromo-4-methyl-1-(2,2,2-trifluoroethyl)-1H-indazole BrC1=CC(=C2C=NN(C2=C1)CC(F)(F)F)C